6-(4-Fluorobenzyl)-3-methyl-5-((2-(pyrrolidin-1-yl)ethyl)amino)pyrazine-2-carboxylic acid FC1=CC=C(CC2=C(N=C(C(=N2)C(=O)O)C)NCCN2CCCC2)C=C1